BrC=1C=C(C=CC1)C(CCCC(C(=O)OC)(C)C)N1N=C(C=C1)C1=C(C=CC(=C1)OC=1C(=C2C=CN(C2=CC1F)S(=O)(=O)C1=CC=C(C)C=C1)\C=C\OCC)F Methyl (E)-6-(3-bromophenyl)-6-(3-(5-((4-(2-ethoxyvinyl)-6-fluoro-1-tosyl-1H-indol-5-yl)oxy)-2-fluorophenyl)-1H-pyrazol-1-yl)-2,2-dimethylhexanoate